4-((3-(4-methoxy-phenyl)imidazo[1,2-a]pyrazin-8-yl)amino)-N,2-dimethylbenzamide COC1=CC=C(C=C1)C1=CN=C2N1C=CN=C2NC2=CC(=C(C(=O)NC)C=C2)C